5-chloro-2-(2-fluoro-4-pyridyl)-4-(3-methyl-1,4-oxazepan-4-yl)-1H-pyrimidin-6-one ClC1=C(N=C(NC1=O)C1=CC(=NC=C1)F)N1C(COCCC1)C